N1(CCCCC1)C1=NC=CC(=C1)CNCC1=CC(=NC=C1)N1CCCCC1 1-[2-(1-piperidinyl)-4-pyridinyl]-N-[[2-(1-piperidinyl)-4-pyridinyl]methyl]methylamine